(2s)-2-[(tert-butyldimethylsilyl)oxy]propanoic acid [Si](C)(C)(C(C)(C)C)O[C@H](C(=O)O)C